C(C1=C(C(=C(C=C1)C(C)(C)C)O)C)C1=C(C(=C(C=C1)C(C)(C)C)O)C methylenebis(6-tert-butyl-o-cresol)